N1=C(N=CC=C1)N1C(=CC2=C(C=CC=C12)C)CO 1-(2-pyrimidinyl)-2-hydroxymethyl-4-methylindole